1-(3-Bromo-4-chloro-5-(difluoromethyl)phenyl)propan-1-one BrC=1C=C(C=C(C1Cl)C(F)F)C(CC)=O